6-[4-[methyl-(propionyl)amino]phenyl]-N-(4-methylthiazol-2-yl)pyridine-3-carboxamide 1-methyl-imidazole-2-carboxylate CN1C(=NC=C1)C(=O)O.CN(C1=CC=C(C=C1)C1=CC=C(C=N1)C(=O)NC=1SC=C(N1)C)C(CC)=O